icosantriamine C(CCCCCCCCCCCCCCCCCCC)(N)(N)N